N1C=NC2=C1C=CC(=C2)CN2C=C(C=1N=CN=CC12)C=1C(NC(C1C1=CC=CC=C1)=O)=O 3-(5-((1H-benzo[d]imidazol-5-yl)methyl)-5H-pyrrolo[3,2-d]pyrimidin-7-yl)-4-phenyl-1H-pyrrole-2,5-dione